C(C1=CC=CC=C1)OC1=NC(=CC=C1N1C(C2=CC=CC(=C2C1)NCCC(CNC(OCC1=CC=CC=C1)=O)C(F)(F)F)=O)OCC1=CC=CC=C1 benzyl N-[4-({2-[2,6-bis(benzyloxy)pyridin-3-yl]-1-oxo-3H-isoindol-4-yl}amino)-2-(trifluoromethyl)butyl]carbamate